Aluminum-zinc-silicon [Si].[Zn].[Al]